O\N=C(\C)/C1=CC=2CN(CCC2S1)C(=O)OCC(Cl)(Cl)Cl 2,2,2-trichloroethyl (Z)-2-(1-(hydroxyimino)ethyl)-6,7-dihydrothieno[3,2-c]pyridine-5(4H)-carboxylate